C(C)C=1C(C=CN2C1C1=CC(=C(C=C1C[C@@H]2C(C)C)OCCCOC)Cl)=O ethyl-(R)-10-chloro-6-isopropyl-9-(3-methoxypropoxy)-2-oxo-6,7-dihydro-2H-pyrido[2,1-a]isoquinoline